N1CCC(CC1)CC1CCN(CC1)C(=O)C=1C=C(C=CC1)C1C(NC(CC1)=O)=O 3-(3-{4-[(piperidin-4-yl)methyl]piperidine-1-carbonyl}phenyl)piperidine-2,6-dione